tert-butyl 2-[6-(2-cyano-3-fluoro-phenoxy)-4-oxo-quinazolin-3-yl]-7-azaspiro[3.5]nonane-7-carboxylate C(#N)C1=C(OC=2C=C3C(N(C=NC3=CC2)C2CC3(C2)CCN(CC3)C(=O)OC(C)(C)C)=O)C=CC=C1F